FC1=C(C(=C(C(=C1F)C(F)(F)F)F)F)B(C1=C(C(=C(C(=C1F)F)C(F)(F)F)F)F)C1=C(C(=C(C(=C1F)F)C(F)(F)F)F)F tris[2,3,5,6-tetrafluoro-4-(trifluoromethyl)phenyl]boron